NC=1C2=C(N=CN1)N(C(=C2C2=CC(=CC=C2)F)C2=CCC1(CCN(CC1)C(C=C)=O)CC2)C (9-(4-amino-5-(3-fluorophenyl)-7-methyl-7H-pyrrolo[2,3-d]pyrimidin-6-yl)-3-azaspiro[5.5]undec-8-en-3-yl)prop-2-en-1-one